octyl-vinyl-pyrrolidone C(CCCCCCC)C1C(N(CC1)C=C)=O